methyl-pentylenediamine CNCCCCCN